3-(2-fluorobenzyl)-7-hydroxy-5-methyl-3,5-dihydro-4H-pyridazino[4,5-b]indol-4-one FC1=C(CN2N=CC3=C(N(C=4C=C(C=CC34)O)C)C2=O)C=CC=C1